ClC1=CC=C2C(=N1)N=C(O2)N2CCN(CC2)C(=O)OC(C)(C)C tert-Butyl 4-(5-chlorooxazolo[4,5-b]pyridin-2-yl)piperazine-1-carboxylate